2-[3-(difluoromethyl)-4-fluorophenoxy]-6-(2-fluoro-3-methoxyphenyl)pyridine FC(C=1C=C(OC2=NC(=CC=C2)C2=C(C(=CC=C2)OC)F)C=CC1F)F